(S)-2-((1-(3-benzhydryl-1,2,4-oxadiazol-5-yl)ethyl)carbamoyl)-4-methoxypyridin-3-yl propionate C(CC)(=O)OC=1C(=NC=CC1OC)C(N[C@@H](C)C1=NC(=NO1)C(C1=CC=CC=C1)C1=CC=CC=C1)=O